methyl (1R,2S,5S)-6,6-dimethyl-3-(1-methyl-1H-imidazole-4-carbonyl)-3-azabicyclo[3.1.0]hexane-2-carboxylate CC1([C@H]2CN([C@@H]([C@@H]12)C(=O)OC)C(=O)C=1N=CN(C1)C)C